glyceryl palmitoate C(CCCCCCCCCCCCCCC)(=O)OCC(O)CO